COC(NC=1C=CC=2C=3C=CN=C(C(C/C=C/C[C@H](NC2C1)C(F)(F)F)NC(=O)OC(C)(C)C)C3)=O ((E)-(S)-14-tert-Butoxycarbonylamino-9-trifluoromethyl-8,16-diaza-tricyclo[13.3.1.02,7]nonadeca-1(19),2(7),3,5,11,15,17-heptaen-5-yl)-carbamic acid methyl ester